(S)-5-bromo-N-(2-hydroxy-3-phenylpropyl)-6-methoxy-N-methylnicotinamide BrC=1C(=NC=C(C(=O)N(C)C[C@H](CC2=CC=CC=C2)O)C1)OC